(2-fluoro-4-methylphenyl)-N-(1-methylpiperidin-4-yl)-5-(1H-pyrrolo[2,3-b]pyridin-4-yl)-1H-pyrrole-3-carboxamide FC1=C(C=CC(=C1)C)N1C=C(C=C1C1=C2C(=NC=C1)NC=C2)C(=O)NC2CCN(CC2)C